5-chloro-N-(2-((2s,6s)-2,6-dimethylmorpholino)-5-fluoropyrimidin-4-yl)pyridazin-3-amine ClC=1C=C(N=NC1)NC1=NC(=NC=C1F)N1C[C@@H](O[C@H](C1)C)C